NC[C@@]1(OC2=C([C@@H]1C)C(=C(C(=C2)F)Cl)C2=C(C(=O)N)C=CC(=C2F)OC(F)F)C2=CC=CC=C2 ((2S,3S,4S)-2-(aminomethyl)-5-chloro-6-fluoro-3-methyl-2-phenyl-2,3-dihydrobenzofuran-4-yl)-4-(difluoromethoxy)-3-fluorobenzamide